methyl 5-chlorocinnoline-8-carboxylate ClC1=C2C=CN=NC2=C(C=C1)C(=O)OC